ClC1=C(NC2=CC=C(C(=C12)Cl)F)C(=O)N1CCC(CC1)OCC1(CN(C1)C(=O)OC(C)(C)C)F tert-butyl 3-[({1-[(3,4-dichloro-5-fluoro-1H-indol-2-yl)carbonyl] piperidin-4-yl}oxy)methyl]-3-fluoroazetidine-1-carboxylate